tert-butyl N-[5-[[2-[(2R,5S)-2-(1H-indazol-6-yl)-5-methyl-1-piperidyl]-2-oxo-acetyl]amino]-3-methyl-2-pyridyl]carbamate N1N=CC2=CC=C(C=C12)[C@@H]1N(C[C@H](CC1)C)C(C(=O)NC=1C=C(C(=NC1)NC(OC(C)(C)C)=O)C)=O